C(C=C)N1N=NC(=C1)CCC 1-(2-propen-1-yl)-4-propyl-1H-1,2,3-triazole